OC1=CC=C2C(=CNC2=C1)C(N)=S 6-Hydroxy-1H-indole-3-carbothioamide